3-(2-ethoxy-N-methyl-2-oxoacetylamino)butanoic acid tert-butyl ester C(C)(C)(C)OC(CC(C)N(C)C(C(=O)OCC)=O)=O